C(C)OC(CCC1=C(C(=NC2=CC(=CC=C12)[N+](=O)[O-])C)C(=O)OCC)=O ethyl 4-(3-ethoxy-3-oxopropyl)-2-methyl-7-nitroquinoline-3-carboxylate